(±)-(2S,5s)-4-((5-isopropoxypyridin-2-yl)oxy)-2,4,5-trimethylpiperidine-1-carboxylic acid tert-butyl ester C(C)(C)(C)OC(=O)N1[C@H](C[C@@]([C@H](C1)C)(C)OC1=NC=C(C=C1)OC(C)C)C |&1:10|